2-O-β-D-xylosyl-D-glucose [C@@H]1([C@H](O)[C@@H](O)[C@H](O)CO1)O[C@@H](C=O)[C@@H](O)[C@H](O)[C@H](O)CO